N-(4-chlorophenyl)-4-[3-(4-chlorophenyl)-1-[2-(4-morpholinyl)ethyl]ureido]benzamide ClC1=CC=C(C=C1)NC(C1=CC=C(C=C1)N(C(=O)NC1=CC=C(C=C1)Cl)CCN1CCOCC1)=O